C(C)N(C(C1=C(C=CC(=C1)F)OC1=C(N=CN=N1)N1CC2(C1)CCN(CC2)C(=O)C2CCN(CC2)C2=NC=CC=C2)=O)C(C)C N-ethyl-5-fluoro-N-isopropyl-2-((5-(7-(1-(pyridin-2-yl)piperidine-4-carbonyl)-2,7-diazaspiro[3.5]nonan-2-yl)-1,2,4-triazin-6-yl)oxy)benzamide